N'-(2,5-dimethyl-4-{[3-(pentafluoroethoxy)phenyl]sulfanyl}phenyl)-N-ethyl-N-methylimido-formamide CC1=C(C=C(C(=C1)SC1=CC(=CC=C1)OC(C(F)(F)F)(F)F)C)N=CN(C)CC